ClC1=CC=C(C=C1)C1=C(C(=O)N)C=CC(=C1C)N(C(=O)NCCC1=CC=CC=C1)CCN1CCOCC1 (4-chlorophenyl)-3-methyl-4-{1-[2-(4-morpholinyl)ethyl]-3-phenethylureido}benzamide